(R)-2,2-dimethyl-3-(4-methyl-3-(((S)-4-methyl-1,1-dioxido-4,5-dihydrobenzo[f][1,2]thiazepin-2(3H)-yl)methyl)phenyl)-3-((1-propyl-1H-1,2,3-triazol-4-yl)methoxy)propanoic acid CC(C(=O)O)([C@H](OCC=1N=NN(C1)CCC)C1=CC(=C(C=C1)C)CN1S(C2=C(C[C@@H](C1)C)C=CC=C2)(=O)=O)C